CS(=O)(=O)OC1=CC=CC=2COC(OCC21)C=2N=C(SC2)C2CCN(CC2)C(CN2N=C(C=C2C(F)F)C(F)F)=O 3-[2-(1-{[3,5-bis(difluoromethyl)-1H-pyrazol-1-yl] acetyl} piperidin-4-yl)-1,3-thiazol-4-yl]-1,5-dihydro-2,4-benzodioxepin-6-yl methanesulfonate